1-Isopropyl-3,5-bis(3-fluorobenzylidene)piperidin-4-one C(C)(C)N1CC(C(C(C1)=CC1=CC(=CC=C1)F)=O)=CC1=CC(=CC=C1)F